4-(7-fluoroimidazo[1,2-a]pyridin-3-yl)-7-((5-(3-(3-hydroxy-1-methylazetidin-3-yl)piperidin-1-yl)pyridin-2-yl)amino)isoindolin-1-one FC1=CC=2N(C=C1)C(=CN2)C2=C1CNC(C1=C(C=C2)NC2=NC=C(C=C2)N2CC(CCC2)C2(CN(C2)C)O)=O